COC=1C=C(C=NC1OC)N1N=C(C=C1)N 1-(5,6-dimethoxy-3-pyridyl)pyrazol-3-amine